(S)-3-[2-[(E)-6-[3-(benzenesulfonylamino)phenyl]-4-hydroxyhex-5-enyl]phenyl]propanoic acid C1(=CC=CC=C1)S(=O)(=O)NC=1C=C(C=CC1)/C=C/[C@H](CCCC1=C(C=CC=C1)CCC(=O)O)O